Methyl 6-((3-aminophenyl)amino)-6-oxohexanoate NC=1C=C(C=CC1)NC(CCCCC(=O)OC)=O